C1(CC1)COC=1C=C(C=CC1OC)[C@@H](C)NC(C1=C(C=CC(=C1)N1CCN(CC1)C)C)=O N-[(1R)-1-[3-(cyclopropylmethoxy)-4-methoxy-phenyl]ethyl]-2-methyl-5-(4-methylpiperazin-1-yl)benzamide